(7R,8aS)-7-((tert-butyldimethylsilyl)oxy)octahydropyrrolo[1,2-a]pyrazine [Si](C)(C)(C(C)(C)C)O[C@@H]1C[C@@H]2N(CCNC2)C1